rel-(S)-N-Methyl-1-(5-(pyridin-2-yl)isochroman-1-yl)methanamine hydrochloride salt Cl.CNC[C@H]1OCCC2=C(C=CC=C12)C1=NC=CC=C1 |o1:4|